4-(((1-Methyl-6-morpholino-1H-pyrazolo[3,4-b]pyridin-4-yl)amino)methyl)-benzenesulfonamide CN1N=CC=2C1=NC(=CC2NCC2=CC=C(C=C2)S(=O)(=O)N)N2CCOCC2